1-(2-(4-hydroxy-4-(4-(trifluoromethyl)phenyl)piperidin-1-yl)-2-oxoethyl)-1H-benzo[d]imidazol-2(3H)-one OC1(CCN(CC1)C(CN1C(NC2=C1C=CC=C2)=O)=O)C2=CC=C(C=C2)C(F)(F)F